5-(methylthio)-L-norvaline CSCCC[C@H](N)C(=O)O